N-(1-(4-chlorobenzyl)-1H-indazol-3-yl)-3-methyl-isoxazole-4-carboxamide ClC1=CC=C(CN2N=C(C3=CC=CC=C23)NC(=O)C=2C(=NOC2)C)C=C1